bis[3-(triethoxysilyl)propyl]-disulfane C(C)O[Si](CCCSSCCC[Si](OCC)(OCC)OCC)(OCC)OCC